6-(1-(1-(2-Methoxyethyl)azepan-4-yl)piperidin-4-yl)-1,4-dimethyl-2-(4-(methylsulfonyl)phenyl)-1H-benzo[d]imidazol COCCN1CCC(CCC1)N1CCC(CC1)C=1C=C(C2=C(N(C(=N2)C2=CC=C(C=C2)S(=O)(=O)C)C)C1)C